CNC(CCC1=CC(=NN1C1=CC=C(C=C1)N1CCNCC1)C1=CC=C(C=C1)C1=CC=C(C=C1)C(F)(F)F)=O N-Methyl-3-(1-(4-(piperazin-1-yl)phenyl)-3-(4'-(trifluoromethyl)-[1,1'-biphenyl]-4-yl)-1H-pyrazol-5-yl)propanamide